6-(2,6-dichlorophenyl)-2-{[4-(4-hydroxypiperidin-1-yl)phenyl]amino}imidazo[1,2-a]pyrimido[5,4-e]pyrimidin-5(6H)-one ClC1=C(C(=CC=C1)Cl)N1C=2N(C3=C(C1=O)C=NC(=N3)NC3=CC=C(C=C3)N3CCC(CC3)O)C=CN2